C1=CC=CC=2C3=CC=CC=C3C(C12)COC(=O)N([C@@H](CC(=O)O)C(N1CC(C(C1)(F)F)(F)F)=O)C (3S)-3-[9H-fluoren-9-ylmethoxycarbonyl-(methyl)Amino]-4-oxo-4-(3,3,4,4-tetrafluoropyrrolidin-1-yl)butanoic acid